C(C)(C)(C)OC(CN(C(CN(CCN(CC(=O)OC(C)(C)C)CC(=O)OC(C)(C)C)CC(=O)OC(C)(C)C)CC1=CC=C(C=C1)OCC)CC(=O)OC(C)(C)C)=O 3,6,9-triaza-3,6,9-tri(tert-butoxycarbonylmethyl)-4-(4-ethoxybenzyl)-undecanedioic acid-di-tert-butyl ester